(R,S)-4-(((4-oxochroman-7-yl)oxy)(2-(trifluoromethyl)pyridin-4-yl)methyl)benzamide O=C1CCOC2=CC(=CC=C12)O[C@H](C1=CC=C(C(=O)N)C=C1)C1=CC(=NC=C1)C(F)(F)F